C(C)C1=CC=C(C=C1)[C@H](C)N=C=O 1-Ethyl-4-[(1S)-1-isocyanatoethyl]benzene